C(CNC(CI)=O)NC(CI)=O N,N'-ethylene-bis(iodoacetamide)